2'-fluoro-5'-methoxy-2-(1-methoxy-2,2-dimethylpropyl)-4-methyl-1,1'-biphenyl FC1=C(C=C(C=C1)OC)C1=C(C=C(C=C1)C)C(C(C)(C)C)OC